ClC1=C(CC2=CNC3=NC=CC(=C32)NC3CCC(CC3)C(=O)O)C=CC(=C1)OC1=CC=CC=C1 (1r,4r)-4-((3-(2-chloro-4-phenoxybenzyl)-1H-pyrrolo[2,3-b]pyridin-4-yl)amino)cyclohexane-1-carboxylic acid